N-ethyl-2-(4-((6-methoxy-2-(4-(methylsulfonyl)phenyl)naphthalen-1-yl)oxy)phenoxy)-1-ethylamine C(C)NCCOC1=CC=C(C=C1)OC1=C(C=CC2=CC(=CC=C12)OC)C1=CC=C(C=C1)S(=O)(=O)C